C(#N)C1=CC=CN1S(=O)(=O)C1=CC=CC=C1 5-cyano-1-(benzenesulfonyl)-1H-pyrrole